2-((2-aminoethyl)(methyl)amino)-1-ethanol NCCN(CCO)C